FC1(CCC(CC1)NC1=NN2C(C=N1)=C(C=C2)C2=CC=C1C(=N2)N(C(=N1)C)CC(C)(O)C)F 1-(5-(2-((4,4-difluorocyclohexyl)amino)pyrrolo[2,1-f][1,2,4]triazin-5-yl)-2-methyl-3H-imidazo[4,5-b]pyridin-3-yl)-2-methylpropan-2-ol